C1(CC1)C=1C(=NON1)C(=O)N[C@H](C=1N=C2N(N=CC(=C2)CN2C(NC[C@@H](C2)C)=O)C1)C1CCC(CC1)(F)F |o1:25| 4-cyclopropyl-N-((S)-(4,4-difluorocyclohexyl)(7-(((S*)-5-methyl-2-oxotetrahydropyrimidin-1(2H)-yl)methyl)imidazo[1,2-b]pyridazin-2-yl)methyl)-1,2,5-oxadiazole-3-carboxamide